FC1=C(C=C2C=C(N=CC2=C1)NC(=O)C1CCNCC1)C=1C=NN(C1)C N-(7-fluoro-6-(1-methyl-1H-pyrazol-4-yl)isoquinolin-3-yl)piperidine-4-carboxamide